C(C)C1=C(C=2N=C(NS(C2S1)(=O)=O)NC)[C@H]1[C@H](CN(CC1)S(=O)(=O)C)C |o1:15,16| 6-ethyl-N-methyl-5-[(3R*,4R*)-3-methyl-1-methylsulfonyl-4-piperidyl]-1,1-dioxo-2H-thieno[3,2-e][1,2,4]thiadiazin-3-amine